C1(=CC=CC=C1)C1=C(C=CC=C1)C(C#[N+][S-])=C(C1=CC=CC=C1)C1=CC=CC=C1 phenyl-triphenylacrylonitrile sulfide